3-(3-methylenecyclobutyl)acrylic acid tert-butyl ester C(C)(C)(C)OC(C=CC1CC(C1)=C)=O